BrC1=NC(=CC=C1)O 2-bromo-6-hydroxypyridine